3-(4-(2-(4-((1r,3r)-3-((tert-butoxycarbonyl)amino)cyclobutoxy)phenyl)propan-2-yl)phenoxy)-5-Fluoropicolinic acid C(C)(C)(C)OC(=O)NC1CC(C1)OC1=CC=C(C=C1)C(C)(C)C1=CC=C(OC=2C(=NC=C(C2)F)C(=O)O)C=C1